methoxydimethyl-(vinyl)silane CO[Si](C=C)(C)C